C(C)(C)(C)OC(=O)N1[C@H]2[C@@H](CCC1)C(N(C2=O)CC2=CC=CC=C2)=O.C2(=CC=CC=C2)P([C-]2C=CC=C2)C2=CC=CC=C2.[C-]2(C=CC=C2)P(C2=CC=CC=C2)C2=CC=CC=C2.[Fe+2] 1,1'-bis-(diphenylphosphino)ferrocene Tert-butyl-(4aR,7aS)-6-benzyl-octahydro-5,7-dioxopyrrolo[3,4-b]pyridine-1-carboxylate